pyrazine-5(4H)-carboxylic acid benzyl ester C(C1=CC=CC=C1)OC(=O)C=1NCC=NC1